4-(oxiran-2-ylmethoxy)butyl acrylate C(C=C)(=O)OCCCCOCC1OC1